N-((4-aminotetrahydro-2H-pyran-4-yl)methyl)-6-(3-methyl-5-(trifluoromethoxy)-1H-indol-2-yl)pyrazine-2-carboxamide NC1(CCOCC1)CNC(=O)C1=NC(=CN=C1)C=1NC2=CC=C(C=C2C1C)OC(F)(F)F